1-(2-chloro-3-hydroxyphenyl)-2-pyrrolidinol ClC1=C(C=CC=C1O)N1C(CCC1)O